N1=C(C=CC=C1)C1=NC(=CC=C1)C1=NC=CC=C1 2,2':6',2''-terpyridin